C12CCCC(C(C1)O)N2 8-azabicyclo[3.2.1]octan-6-ol